C(C)(C)(C)P(C1=C(C=CC=C1)C1=CC=CC=C1)C(C)(C)C ditert-butyl-(2-phenylphenyl)phosphane